ClC=1C(=CC=C2C=CNC(C12)=O)SC=1N=CC(=NC1)N1CCC2([C@@H]([C@@H](OC2)C)NC(OC(C)(C)C)=O)CC1 tert-Butyl ((3S,4S)-8-(5-((8-chloro-1-oxo-1,2-dihydroisoquinolin-7-yl)thio)pyrazin-2-yl)-3-methyl-2-oxa-8-azaspiro[4.5]decan-4-yl)carbamate